(S)-2-(methylamino)-3-(thiazol-5-yl)propanoic acid CN[C@H](C(=O)O)CC1=CN=CS1